tri(dimethylphenyl)phosphonium CC=1C(=C(C=CC1)[PH+](C1=C(C(=CC=C1)C)C)C1=C(C(=CC=C1)C)C)C